N-ethyl-N-isopropylpropan-2-aminium 2-((1s,3s)-3-((1H-pyrazolo[4,3-b]pyridin-5-yl)oxy)-2'-oxospiro[cyclobutane-1,3'-pyrrolo[3,2-c]pyridin]-1'(2'H)-yl)acetate N1N=CC2=NC(=CC=C21)OC2CC1(C(N(C3=C1C=NC=C3)CC(=O)[O-])=O)C2.C(C)[NH+](C(C)C)C(C)C